7-morpholino-4-phenethyl-1-thioxo-2,4-dihydro-[1,2,4]triazolo[4,3-a]quinazolin-5(1H)-one O1CCN(CC1)C=1C=C2C(N(C=3N(C2=CC1)C(NN3)=S)CCC3=CC=CC=C3)=O